4-Hydroxy-4-methyl-piperidine-1-carboxylic acid (4-cyclohexyl-7-methoxy-1H-benzoimidazol-2-yl)-amide C1(CCCCC1)C1=CC=C(C=2NC(=NC21)NC(=O)N2CCC(CC2)(C)O)OC